4-{[1-(tert-butoxycarbonyl)piperidin-3-yl]methyl}-6-hydroxy-5-oxo-4,5-dihydrothieno[3,2-b]pyridine-7-carboxylic acid C(C)(C)(C)OC(=O)N1CC(CCC1)CN1C2=C(C(=C(C1=O)O)C(=O)O)SC=C2